FC(CN1CCC(CC1)C=1C=CC(=NC1)C1=CC(=CN1C)C(=O)OC)F methyl 5-{5-[1-(2,2-difluoroethyl)piperidin-4-yl]pyridin-2-yl}-1-methylpyrrole-3-carboxylate